2-[4-(1,3-benzo-thiazol-2-ylmethyl)-piperazin-1-yl]-N-ethylsulfonyl-4-iso-propyl-benzamide S1C(=NC2=C1C=CC=C2)CN2CCN(CC2)C2=C(C(=O)NS(=O)(=O)CC)C=CC(=C2)C(C)C